[8-(2-chlorophenyl)-7-(4-chlorophenyl)-2,6-dioxo-3-(piperidin-4-ylmethyl)purin-1-yl]methyl 2,2-dimethylpropanoate CC(C(=O)OCN1C(N(C=2N=C(N(C2C1=O)C1=CC=C(C=C1)Cl)C1=C(C=CC=C1)Cl)CC1CCNCC1)=O)(C)C